Benzyl N-{2-[1-(4-ethynyl phenyl)-N-methylformamido]ethyl}-N-methylcarbamate C(#C)C1=CC=C(C=C1)C(=O)N(C)CCN(C(OCC1=CC=CC=C1)=O)C